1,1-divinyltetramethyldisiloxane C(=C)[Si](O[Si](C)(C)C)(C=C)C